O1N=CC=CC2=C1C=CC=C2 Benzooxazepine